NC1=NC=2N(C(C=NC2C(=N1)C=1OC(=CC1)C)=O)CCN1CCN(CC1)C1=CC=CC=C1 2-amino-4-(5-methylfuran-2-yl)-8-(2-(4-phenylpiperazin-1-yl)ethyl)pteridine-7(8H)-one